C(C)(C)NC([C@H](CCCCNC(OCC1C2=CC=CC=C2C=2C=CC=CC12)=O)NC(=O)[C@H]1NCCC1)=O (9H-fluoren-9-yl)methyl ((S)-6-(isopropylamino)-6-oxo-5-((S)-pyrrolidine-2-carboxamido)hexyl)carbamate